BrC1=C2C=C(C(=NC2=CC(=C1)C)COC)C1=CC=C(C=C1)F 5-bromo-3-(4-fluorophenyl)-2-(methoxymethyl)-7-methylquinoline